5-(3-fluorophenyl)-1H-pyrimidin-6-one FC=1C=C(C=CC1)C1=CN=CNC1=O